7-[(2-methoxyphenyl)amino]-1-phenyl-4-[2-(triisopropylsilyl)ethynyl]-1,6-naphthyridin-2-one COC1=C(C=CC=C1)NC1=NC=C2C(=CC(N(C2=C1)C1=CC=CC=C1)=O)C#C[Si](C(C)C)(C(C)C)C(C)C